OC1(CCN(CC1)C1=CC=C(C=C1)NC1=CC=C(CN2CC(CC2=O)C(=O)N)C=C1)C(F)(F)F (4-((4-(4-hydroxy-4-(trifluoromethyl)piperidin-1-yl)phenyl)amino)benzyl)-5-oxopyrrolidine-3-carboxamide